O1C(=CC=C1)C(C=1OC=CC1)S difuranyl-methyl thiol